5-(4-Fluoro-1-isopropyl-2-methyl-1H-benzo[d]imidazol-6-yl)-2-isobutyl-4-methoxy-7H-pyrrolo[2,3-d]pyrimidine FC1=CC(=CC=2N(C(=NC21)C)C(C)C)C2=CNC=1N=C(N=C(C12)OC)CC(C)C